carbon tetraacetylene C#C.C#C.C#C.C#C.[C]